CC1=CC=C(C=C1)S(=O)(=O)O.CC1=CC=C(C=C1)S(=O)(=O)O.NC/C(/COC1=CC2=C(N=C(O2)NCC2=CC(=NC(=C2)C)C)C=C1)=C/F (Z)-6-((2-(aminomethyl)-3-fluoroallyl)oxy)-N-((2,6-dimethylpyridin-4-yl)methyl)benzo[d]oxazol-2-amine bis(4-methylbenzenesulfonate)